sodium 8-(3-amino-4-methylbenzamido)naphthalene-1,3,5-trisulfonate NC=1C=C(C(=O)NC2=CC=C(C=3C=C(C=C(C23)S(=O)(=O)[O-])S(=O)(=O)[O-])S(=O)(=O)[O-])C=CC1C.[Na+].[Na+].[Na+]